N-({4-[(1-isopropylpiperidin-4-yl)amino]-3-nitrophenyl}sulfonyl)-2-{1H-pyrrolo[2,3-b]pyridin-5-yloxy}benzamide C(C)(C)N1CCC(CC1)NC1=C(C=C(C=C1)S(=O)(=O)NC(C1=C(C=CC=C1)OC=1C=C2C(=NC1)NC=C2)=O)[N+](=O)[O-]